BrCCOC1CN(C1)C(=O)OC(C)(C)C tert-butyl 3-(2-bromoethoxy)azetidine-1-carboxylate